NC1=C(C=C(C=C1)C1=CN(C=2N=CN=C(C21)N)C=2C=NC=CC2)F 5-(4-AMINO-3-FLUOROPHENYL)-7-(PYRIDIN-3-YL)-7H-PYRROLO[2,3-D]PYRIMIDIN-4-AMINE